CC1=CC=C2CCC\C(\C2=C1)=N/O (E)-7-methyl-3,4-dihydronaphthalen-1(2H)-one oxime